NC1=NC(=CC(=N1)C(=O)OC)O methyl 2-amino-6-hydroxypyrimidine-4-carboxylate